6-(4-bromo-2,6-dimethylbenzyl)-3-chloro-4-(1-methylcyclopentyl)pyridazine BrC1=CC(=C(CC2=CC(=C(N=N2)Cl)C2(CCCC2)C)C(=C1)C)C